C(C)(C)(C)OC(=O)N1[C@@H](CN(CC1)C1=NC=CC2=C1C(=CN2C2=CC(=CC(=C2)F)F)Br)C (R)-4-(3-bromo-1-(3,5-difluorophenyl)-1H-pyrrolo[3,2-c]pyridin-4-yl)-2-methylpiperazine-1-carboxylic acid tert-butyl ester